indolone oxime N=1C(C=C2C=CC=CC12)=NO